6-methoxy-3-(piperidin-4-yl)pyrazolo[1,5-a]pyridine COC=1C=CC=2N(C1)N=CC2C2CCNCC2